(2R,3R,11bR)-3-isobutyl-9,10-dimethoxy-2,3,4,6,7,11b-hexahydro-1H-pyrido[2,1-a]isoquinolin-2-yl (S)-2-amino-3-methylbutyrate bis(4-methylbenzenesulfonate) CC1=CC=C(C=C1)S(=O)(=O)O.CC1=CC=C(C=C1)S(=O)(=O)O.N[C@H](C(=O)O[C@@H]1C[C@H]2N(CCC3=CC(=C(C=C23)OC)OC)C[C@H]1CC(C)C)C(C)C